2-(1-(3-bromophenyl)cyclopropyl)-6-(2-(3'-(trifluoromethyl)-[1,1'-biphenyl]-3-yl)acetyl)-3,5,6,7,8,9-hexahydro-4H-pyrimido[5,4-c]azepin-4-one BrC=1C=C(C=CC1)C1(CC1)C=1NC(C=2CN(CCCC2N1)C(CC=1C=C(C=CC1)C1=CC(=CC=C1)C(F)(F)F)=O)=O